BrC=1C(=C(OC2CCC3=CC(=CC=C23)C(=O)OC)C=CC1)C methyl 1-(3-bromo-2-methylphenoxy)-2,3-dihydro-1H-indene-5-carboxylate